2-butyl-7-(1-methyl-1,2,3,6-tetrahydropyridin-4-yl)-1H-imidazo[4,5-d]thieno[3,2-b]pyridine-4-amine C(CCC)C1=NC=2C(=C3C(=NC2N)C=C(S3)C=3CCN(CC3)C)N1